arachidyl-amine C(CCCCCCCCCCCCCCCCCCC)N